CC(CO)=CCC=C(C=C)C 2,6-dimethyl-2,5,7-octatriene-1-ol